CC1(OB(OC1(C)C)C1=CC=C(C=C1)OCC(F)(F)F)C 4,4,5,5-tetramethyl-2-[4-(2,2,2-trifluoroethoxy)phenyl]-1,3,2-dioxaborolan